CN(C)C(CCCCCCCCCC(C)CCCCCCCCC)CCCCCCCCC N,N-dimethyl-2-nonylheneicosane-12-ylamine